FC(C=1C=C(C=C(C1)C(F)(F)F)N1C(=C(C(C1=O)(C)C)C(=O)OC)C(=O)OC)(F)F dimethyl 1-(3,5-bis(trifluoromethyl) phenyl)-4,4-dimethyl-5-oxo-4,5-dihydro-1H-pyrrole-2,3-dicarboxylate